tert-butyl 7-(5-(1-(2,6-dioxopiperidin-3-yl)-3-methyl-2-oxo-2,3-dihydro-1H-benzo[d]imidazol-5-yl)pyridin-2-yl)-2,7-diazaspiro[3.5]nonane-2-carboxylate O=C1NC(CCC1N1C(N(C2=C1C=CC(=C2)C=2C=CC(=NC2)N2CCC1(CN(C1)C(=O)OC(C)(C)C)CC2)C)=O)=O